C(C=C)N1C(=O)N(C(=O)NC1=O)CC=C 1,3-diallyl-isocyanuric acid